CC=1N=CC=NC1C 5,6-dimethylpyrazin